C(C1=CC=CC=C1)(C1=CC=CC=C1)N1CCC2(CN(C2)CC=2C=C3CN(C(C3=C(C2)F)=O)C2C(NC(CC2)=O)=O)CC1 3-(5-((7-benzhydryl-2,7-diazaspiro[3.5]nonan-2-yl)methyl)-7-fluoro-1-oxoisoindolin-2-yl)piperidine-2,6-dione